6-isopropyl-1-((1S,4S)-4-(isopropylamino)cyclohexyl)-5-(8-methoxy-[1,2,4]triazolo[1,5-a]pyridin-6-yl)-1,3-dihydro-2H-benzo[d]imidazol-2-one C(C)(C)C=1C(=CC2=C(N(C(N2)=O)C2CCC(CC2)NC(C)C)C1)C=1C=C(C=2N(C1)N=CN2)OC